BrC1=C(C=C(C=C1)COC1=C(C=C(C(=N1)C(F)F)C(=O)N1CCC(CC1)S(=O)(=O)N(C)CC)C#N)F 1-[6-[(4-bromo-3-fluoro-phenyl)methoxy]-5-cyano-2-(difluoromethyl)pyridine-3-carbonyl]-N-ethyl-N-methyl-piperidine-4-sulfonamide